tert-butyl (3-{4-[6-(trifluoromethoxy)pyridin-3-yl]-1H-pyrazol-1-yl}bicyclo[1.1.1]pentan-1-yl)carbamate FC(OC1=CC=C(C=N1)C=1C=NN(C1)C12CC(C1)(C2)NC(OC(C)(C)C)=O)(F)F